Methyl 2-((4-(6-((4-chloro-2-fluorobenzofuran-7-yl)methoxy)pyridin-2-yl)cyclohex-3-en-1-yl)methyl)-1-((1-(cyanomethyl)cyclopropyl)methyl)-1H-benzo[d]imidazole-6-carboxylate ClC1=CC=C(C2=C1C=C(O2)F)COC2=CC=CC(=N2)C2=CCC(CC2)CC2=NC1=C(N2CC2(CC2)CC#N)C=C(C=C1)C(=O)OC